2-aminomethylthiophene NCC=1SC=CC1